C1(O)C(O)(C=CC=C1)C(=O)[O-] ortho-catecholate